(S)-2-methyl-6-(2-pentanamido-[1,2,4]triazolo[1,5-a]pyridin-7-yl)-N-(1-phenylethyl)quinazoline-4-carboxamide CC1=NC2=CC=C(C=C2C(=N1)C(=O)N[C@@H](C)C1=CC=CC=C1)C1=CC=2N(C=C1)N=C(N2)NC(CCCC)=O